FC(C1=CC(=NN1)NC1=CN=C2C(=N1)N(N=C2)[C@@H](C)C=2C=NC=CC2)F (S)-N-(5-(difluoromethyl)-1H-pyrazol-3-yl)-1-(1-(pyridin-3-yl)ethyl)-1H-pyrazolo[3,4-b]pyrazin-6-amine